ClC1=CC=C(CNC(=O)NC2=CC=C(C=C2)CN2C(CC[C@@H]2C=2C=NC=CC2)=O)C=C1 (R)-1-(4-chlorobenzyl)-3-(4-((2-oxo-5-(pyridin-3-yl)pyrrolidin-1-yl)methyl)phenyl)urea